N-(2-hydroxy-2-methylpropyl)-4-(5-methyl-2-(6-methylpyridin-2-yl)-6,7-dihydropteridin-8(5H)-yl)nicotinamide OC(CNC(C1=CN=CC=C1N1CCN(C=2C=NC(=NC12)C1=NC(=CC=C1)C)C)=O)(C)C